(R)-1-(4-(((3'-chloro-2'-(2-chloro-3-((3-fluoro-4-(((2-hydroxypropyl)amino)methyl)pyridin-2-yl)amino)phenyl)-6-methoxy-[2,4'-bipyridin]-5-yl)methyl)amino)piperidin-1-yl)ethan-1-one ClC=1C(=NC=CC1C1=NC(=C(C=C1)CNC1CCN(CC1)C(C)=O)OC)C1=C(C(=CC=C1)NC1=NC=CC(=C1F)CNC[C@@H](C)O)Cl